[13CH]1=[13CH][13CH]=[13CH][13CH]=[13CH]1 benzene-13C6